N-(5-cyano-2-(hydroxymethyl)pyridin-3-yl)pivaloyl-amide C(#N)C=1C=C(C(=NC1)CO)[N-]C(C(C)(C)C)=O